COC(=O)C1=CC=C(C=C1)C(C(=O)O)C 2-(4-(methoxycarbonyl)phenyl)propanoic acid